2-bromo-6-chloro-1H-Benzimidazole BrC1=NC2=C(N1)C=C(C=C2)Cl